N[C@H]1CN(C[C@@H](C1)F)C(=O)C1=CC2=C(N(C(=N2)C2=CC=3C(=NC(=CC3)C3=CC=C(C=C3)CS(=O)(=O)N)N2CC2CC2)C)C(=C1)OC [4-(2-{5-[(3R,5R)-3-amino-5-fluoropiperidine-1-carbonyl]-7-methoxy-1-methyl-1H-1,3-benzodiazol-2-yl}-1-(cyclopropylmethyl)-1H-pyrrolo[2,3-b]pyridin-6-yl)phenyl]methanesulfonamide